(5-nitrothiazol-2-yl)-2-(trifluoromethoxy)benzamide methyl-2-chloro-6-[[2,4-difluoro-5-[2-(2-hydroxyethoxy)phenyl]phenyl]sulfamoyl]pyridine-4-carboxylate COC(=O)C1=CC(=NC(=C1)S(NC1=C(C=C(C(=C1)C1=C(C=CC=C1)OCCO)F)F)(=O)=O)Cl.[N+](=O)([O-])C1=CN=C(S1)C=1C(=C(C(=O)N)C=CC1)OC(F)(F)F